3-(3-((2-((2-(4-methylpiperazin-1-yl)thiazol-5-yl)amino)-5-(trifluoromethyl)pyrimidin-4-yl)amino)propyl)-1,3-oxazinan-2-one CN1CCN(CC1)C=1SC(=CN1)NC1=NC=C(C(=N1)NCCCN1C(OCCC1)=O)C(F)(F)F